2,3,4,6-Tetra-O-acetyl-1-azido-1-deoxy-α-D-galactopyranosyl cyanide CC(=O)OC[C@@H]1[C@@H]([C@@H]([C@H]([C@](O1)(C#N)N=[N+]=[N-])OC(=O)C)OC(=O)C)OC(=O)C